Cl.C(C)(C)C1(NC(=NC=C1)N)N 4-isopropylpyrimidine-2,4-diamine hydrochloride